FC=1C=C2C=CCNC2=CC1 6-fluoro-1H-quinolin